C1(=C(C=C(C=C1)C)C)P(O)(O)=O 2,4-xylyl-phosphonic acid